N=1C=C(N2N=CC=CC21)C2=C1CNC(C1=C(C=C2)NC2=NC=C(C=C2)N2CCNCC2)=O 4-imidazo[1,2-b]pyridazin-3-yl-7-[(5-piperazin-1-yl-2-pyridyl)amino]isoindolin-1-one